ClC=1C=C2C(=C(C(NC2=CC1)=O)C(\C=C\C1=CC=C(C=C1)OC)=O)CCC1=CC=CC=C1 6-chloro-3-[(E)-3-(4-methoxyphenyl)prop-2-enoyl]-4-(2-phenylethyl)-1H-quinolin-2-one